cyclobutane-1,3-diol din-butyrate C(CCC)(=O)OC1CC(C1)OC(CCC)=O